C(C=C)(=O)N1CCN(CC1)C1(CCOCC1)C1=CC=C(C=C1)C1(CC1)NC=1N=CC2=C(N1)N(C(C=C2)=O)C(C)C 2-[(1-{4-[4-(4-acryloylpiperazin-1-yl)tetrahydro-2H-pyran-4-yl]phenyl}cyclopropyl)amino]-8-(propan-2-yl)pyrido[2,3-d]pyrimidin-7(8H)-on